NC/C(/COC=1C=NC(=NC1)N1CCC(CC1)(C(=O)N(C)C)C)=C\F 1-[5-[(E)-2-(aminomethyl)-3-fluoro-allyloxy]pyrimidin-2-yl]-N,N,4-trimethyl-piperidine-4-carboxamide